C(C=C)(=O)N1CC(N(C(C1)C)C=1C2=C(N(C(N1)=O)C=1C(=NC=CC1C)C(C)C)N=C(C(=C2)C#N)C2=C(C=CC(=C2)C)F)C (4-acryloyl-2,6-dimethylpiperazin-1-yl)-7-(2-fluoro-5-methylphenyl)-1-(2-isopropyl-4-methylpyridin-3-yl)-2-oxo-1,2-dihydropyrido[2,3-d]pyrimidine-6-carbonitrile